3-(4-(2-((1-(Cyclopropylsulfonyl)piperidin-4-yl)amino)-5-(trifluoromethyl)pyrimidin-4-yl)-1H-imidazol-1-yl)-2-(trifluoro-methyl)benzonitrile C1(CC1)S(=O)(=O)N1CCC(CC1)NC1=NC=C(C(=N1)C=1N=CN(C1)C=1C(=C(C#N)C=CC1)C(F)(F)F)C(F)(F)F